C(CC(C)CCC=C(C)C)(=O)[O-].C(CC(C)CCC=C(C)C)(=O)[O-].C(CC(C)CCC=C(C)C)(=O)[O-].C(CC(C)CCC=C(C)C)(=O)[O-].[Ti+4] titanium tetra-citronellate